3-chloro-2-[2-(3-hydroxypropoxy)ethoxy]-5-[1-methyl-1-[4-[(2-methylsulfonylpyrimidin-4-yl)methoxy]phenyl]ethyl]benzonitrile ClC=1C(=C(C#N)C=C(C1)C(C)(C1=CC=C(C=C1)OCC1=NC(=NC=C1)S(=O)(=O)C)C)OCCOCCCO